C(C)OCCNC(=O)C1CN(C1)C1=CC(=C2C(C(=CN(C2=N1)C1=NC(=NS1)N1N=CC=C1)C(=O)O)=O)C 7-{3-[(2-ethoxyethyl)carbamoyl]azetidin-1-yl}-5-methyl-4-oxo-1-[3-(1H-pyrazol-1-yl)-1,2,4-thiadiazol-5-yl]-1,4-dihydro-1,8-naphthyridine-3-carboxylic acid